(2S,4R)-1-(L-alanyl)-4-hydroxy-N-((S)-1-(4-(4-methylthiazol-5-yl)phenyl)ethyl)pyrrolidine-2-carboxamide N[C@@H](C)C(=O)N1[C@@H](C[C@H](C1)O)C(=O)N[C@@H](C)C1=CC=C(C=C1)C1=C(N=CS1)C